N-(methyl)acryloyl-pyrrolidine CC=CC(=O)N1CCCC1